(2S)-2-({7-bromo-2-[4-chloro-2-(difluoromethoxy)phenyl][1,2,4]triazolo[1,5-c]quinazolin-5-yl}amino)-N-ethylbutyramide BrC1=CC=CC=2C=3N(C(=NC12)N[C@H](C(=O)NCC)CC)N=C(N3)C3=C(C=C(C=C3)Cl)OC(F)F